OCCN1C(C(N(C(C1)(C)C)C)(C)C)=O 1-(2-hydroxyethyl)-3,3,4,5,5-pentamethylpiperazinone